FC(N1N=C(C=C1C(=O)OCC)C(F)(F)F)F ethyl 2-(difluoromethyl)-5-(trifluoromethyl)pyrazole-3-carboxylate